(E)-N-({1-[(2-methoxyethyl)trimethyl-$l^{5}-silyl]-5-methylimidazol-4-yl}methylidene)hydroxylamine COCC[Si](N1C=NC(=C1C)\C=N\O)(C)(C)C